C(C)NC(C1=CNC(C=C1)=COC1=NN2C(C3=CC=CC=C13)=NN=C2C2=NOC(=C2)COC)=O N-ethyl-6-((3-(5-methoxymethylisoxazol-3-yl)-[1,2,4]triazolo[3,4-a]phthalazin-6-oxy)methylene)nicotinamide